C(C)(C)(C)OC(=O)N1CCC(CC1)CN1CCN(CC1)C1=CC(=C(C=C1)C(=O)OC)F 4-[[4-(3-fluoro-4-methoxycarbonyl-phenyl)piperazin-1-yl]methyl]piperidine-1-carboxylic acid tert-butyl ester